1-methyl-3-(5-tetrazolyl-carbonyl)-2-quinolone CN1C(C(=CC2=CC=CC=C12)C(=O)C1=NN=NN1)=O